3-Methylhexacosane CC(CC)CCCCCCCCCCCCCCCCCCCCCCC